NN1CC(N=C(C2=C1C=CC(=C2Cl)Br)C2=NC=CC=C2F)C 1-amino-7-bromo-6-chloro-5-(3-fluoro-2-pyridinyl)-3-methyl-3H-1,4-benzodiazepine